3-chloro-3-[5-(4-fluorophenoxy)-2-pyridinyl]azetidine-1-carboxylic acid tert-butyl ester C(C)(C)(C)OC(=O)N1CC(C1)(C1=NC=C(C=C1)OC1=CC=C(C=C1)F)Cl